ClC=1C=CC(=C(C1)N=CC1=CC=CC=C1)O (5-chloro-2-hydroxyphenyl)phenylmethyleneamine